C(C)(C)(C)OOC(C)C#CC(C)OOC(C)(C)C 2,5-di(t-butyl-peroxy)hexyne